4-((octoxy)carbonyl)-2-((4,7,10-tris(carboxymethyl)-1,4,7,10-tetraazacyclododecan-1-yl)methyl)pyridine 1-oxide C(CCCCCCC)OC(=O)C1=CC(=[N+](C=C1)[O-])CN1CCN(CCN(CCN(CC1)CC(=O)O)CC(=O)O)CC(=O)O